3-(5-(4-(3-(3-((4-((5-chloropyrimidin-2-yl)amino)piperidin-1-yl)sulfonyl)phenyl)-2-methylpropyl)piperazin-1-yl)-6-fluoro-1-oxoisoindolin-2-yl)piperidine-2,6-dione ClC=1C=NC(=NC1)NC1CCN(CC1)S(=O)(=O)C=1C=C(C=CC1)CC(CN1CCN(CC1)C=1C=C2CN(C(C2=CC1F)=O)C1C(NC(CC1)=O)=O)C